S(=O)(=O)(O)CCOC(C)=O Sulfoethyl-acetate